NC1=C(C=C(C=2C(C3=CC=CC=C3C(C12)=O)=O)NC1=CC2=CC3=CC=CC=C3C=C2C=C1)S(=O)(=O)[O-] 1-amino-4-[2-anthracenylamino]-9,10-dioxo-9,10-dihydroanthracene-2-sulfonate